OC=1C(=CC2=C(NC(CN(C2=O)C2=CC=CC=C2)=O)C1)OC 8-hydroxy-7-methoxy-4-phenyl-3,4-dihydro-1H-benzo[e][1,4]diazepin-2,5-dione